2-((4-((1R,4R)-2,5-diazabicyclo[2.2.1]heptan-2-yl)-2-(difluoromethoxy)phenyl)amino)-5-(trifluoromethyl)pyrimidin [C@H]12N(C[C@H](NC1)C2)C2=CC(=C(C=C2)NC2=NC=C(C=N2)C(F)(F)F)OC(F)F